ethyl 2-(2-(3-bromo-2-hydroxyphenyl) hydrazino)-3-oxobutanoate BrC=1C(=C(C=CC1)NNC(C(=O)OCC)C(C)=O)O